N,N-dibenzylacetamide C(C1=CC=CC=C1)N(C(C)=O)CC1=CC=CC=C1